C12CN(CC(CC1)O2)C=2C1=C(N=C(N2)OC([2H])([2H])C23CCCN3CCC2)C(=C(N=C1)C=1C=C(C=C(C1C(F)(F)F)Cl)O)F 3-(4-(8-Oxa-3-azabicyclo[3.2.1]octan-3-yl)-8-fluoro-2-((tetrahydro-1H-pyrrolizin-7a(5H)-yl)methoxy-d2)pyrido[4,3-d]pyrimidin-7-yl)-5-chloro-4-(trifluoromethyl)phenol